(R)-N-(1-(4-chlorophenyl)-2,2,2-trifluoroethyl)-5-cyano-N-(methyl-d3)pyridine-3-sulfonamide ClC1=CC=C(C=C1)[C@H](C(F)(F)F)N(S(=O)(=O)C=1C=NC=C(C1)C#N)C([2H])([2H])[2H]